(5-amino-1,2,4-thiadiazol-3-yl) carbamate C(N)(OC1=NSC(=N1)N)=O